NC=1C2=C(N=CN1)N(C=C2C2=CC=C(C=C2)NC(=O)NC2=NOC(=C2)C(C)(C)C)CC=C(C)C 1-(4-(4-amino-7-(3-methylbut-2-en-1-yl)-7H-pyrrolo[2,3-d]pyrimidin-5-yl)phenyl)-3-(5-tert-butyl-isoxazol-3-yl)urea